F[C@@H]1CN(C[C@H](C1)NC=1N=CC2=C(N1)C(=CC(=N2)C2=CC(=C(C=C2)NS(=O)(=O)CCC)F)C)C(=O)OC(C)(C)C tert-butyl (3S,5S)-3-fluoro-5-[[6-[3-fluoro-4-(propylsulfonylamino)phenyl]-8-methyl-pyrido[3,2-d]pyrimidin-2-yl]amino]piperidine-1-carboxylate